(E)-2,3,4,5,6-pentafluorobenzene FC1=CC(=C(C(=C1F)F)F)F